N-(5-cyano-6-(2H-1,2,3-triazol-2-yl)pyridin-3-yl)-4-cyclopropyl-3-(1-methyl-1,2,3,6-tetrahydropyridin-4-yl)isothiazole-5-carboxamide C(#N)C=1C=C(C=NC1N1N=CC=N1)NC(=O)C1=C(C(=NS1)C=1CCN(CC1)C)C1CC1